(4-(1-(5-((4-(4-bromo-7,7-dimethyl-5-oxo-5,7-dihydroindolo[1,2-a]quinazolin-10-yl)piperidin-1-yl)methyl)thiazol-2-yl)piperidin-4-yl)-2,6-difluorophenyl)piperidine-2,6-dione BrC=1C=2C(N=C3N(C2C=CC1)C1=CC(=CC=C1C3(C)C)C3CCN(CC3)CC3=CN=C(S3)N3CCC(CC3)C3=CC(=C(C(=C3)F)N3C(CCCC3=O)=O)F)=O